8-((tert-butyldiphenylsilyl)oxy)-2-hydroxy-2-methyloctanal [Si](C1=CC=CC=C1)(C1=CC=CC=C1)(C(C)(C)C)OCCCCCCC(C=O)(C)O